[4-[(E)-3-(4-Hydroxyphenyl)prop-2-enoyl]phenyl] 4-aminobenzenesulfonate NC1=CC=C(C=C1)S(=O)(=O)OC1=CC=C(C=C1)C(\C=C\C1=CC=C(C=C1)O)=O